ON1C=NC(C1NC(=O)N)C(=O)O hydroxy-4-carboxy-5-ureidoimidazoline